2-(dimethylamino)ethyl (trans-4-aminocyclohexyl)(5-(2-methoxypyrimidin-5-yl)pyrazin-2-yl)carbamate N[C@@H]1CC[C@H](CC1)N(C(OCCN(C)C)=O)C1=NC=C(N=C1)C=1C=NC(=NC1)OC